9-{2,6-anhydro-3-O-benzyl-4-[(benzyloxy)methyl]-5-deoxy-α-L-lyxo-hexofuranosyl}-9H-purin-6-amine C(C1=CC=CC=C1)O[C@H]1[C@@H]2[C@@H](O[C@]1(CCO2)COCC2=CC=CC=C2)N2C1=NC=NC(=C1N=C2)N